FC(C=1C=C(O[C@H]2CN(CC2)C2(CCC2)C(=O)N[C@@H](C)C2=CC=C(C(=O)N)C=C2)C=CC1)(F)F 4-[(1S)-1-[[1-[(3R)-3-[3-(Trifluoromethyl)phenoxy]pyrrolidin-1-yl]cyclobutane-1-carbonyl]amino]ethyl]benzamide